L-alpha-methyl-homophenylalanine C[C@](N)(CCC1=CC=CC=C1)C(=O)O